ClC=1C(=NC=CC1)S(=O)(=O)NC=1C(=CC=C2C=CC=NC12)Cl 3-chloro-N-(7-chloro-quinolin-8-yl)pyridine-2-sulfonamide